rac-4-[2-(2,2-difluoroethoxy)phenyl]-2-[4-(2-hydroxypropan-2-yl)phenyl]-6-(oxolan-3-yl)-2,3-dihydro-1H-pyrrolo[3,4-c]pyridin-1-one FC(COC1=C(C=CC=C1)C1=NC(=CC2=C1CN(C2=O)C2=CC=C(C=C2)C(C)(C)O)[C@@H]2COCC2)F |r|